C(C=C)(=O)OCCOC1C(C(C(C(C1=O)OCCOC(C=C)=O)=O)OCCOC(C=C)=O)=O ((2,4,6-trioxocyclohexane-1,3,5-triyl)tris(oxy))tris(ethane-2,1-diyl) triacrylate